C(C1=CC=CC=C1)C=1C=C(C=CC1)N1N=NC(=C1)CO[C@@H]([C@@](CN1N=CN=C1)(O)C1=C(C=C(C=C1)F)F)C (2R,3R)-3-((1-(3-benzylphenyl)-1H-1,2,3-triazol-4-yl)-methoxy)-2-(2,4-difluorophenyl)-1-(1H-1,2,4-triazol-1-yl)butan-2-ol